3-hydroxy-4-hydroxy-butyrate OC(CC(=O)[O-])CO